(s)-4-methylsulfanyl-1-carbonyl-1-(3-fluorophenylethylamino)butane CSCCCC(NCCC1=CC(=CC=C1)F)=C=O